(3R,4S)-3-fluoro-1-(4-((5-isopropyl-8-((S)-2-methylazetidin-1-yl)-2,7-naphthyridin-3-yl)amino)pyrimidin-2-yl)-3-methylpiperidin-4-ol F[C@@]1(CN(CC[C@@H]1O)C1=NC=CC(=N1)NC=1N=CC2=C(N=CC(=C2C1)C(C)C)N1[C@H](CC1)C)C